C[SiH](OCC1CCCCC1)C dimethyl-1-cyclohexyl-methoxysilane